(S)-tert-butyl (1-((2-(2-methoxypyridin-3-yl)-2-oxoethyl)amino)-1-oxopent-4-en-2-yl)carbamate COC1=NC=CC=C1C(CNC([C@H](CC=C)NC(OC(C)(C)C)=O)=O)=O